(2S)-2-({9-[(formyloxy)methyl]-9H-fluorene-4a-yl}(methyl)amino)propionic acid C(=O)OCC1C2=CC=CC=C2C2(CC=CC=C12)N([C@H](C(=O)O)C)C